2-(3-amino-4-((2-methoxyethoxy)methoxy)phenyl)-6-(4-(tert-butyl)phenyl)-3,4-dihydroisoquinolin-1(2H)-one NC=1C=C(C=CC1OCOCCOC)N1C(C2=CC=C(C=C2CC1)C1=CC=C(C=C1)C(C)(C)C)=O